OC(C(=O)N1CC2=C(C=C(C=C2CC1)C=1C=C2C(=NC1)NC=C2C#N)[C@H]2NCCOC2)(C)C (R)-5-(2-(2-hydroxy-2-methylpropanoyl)-8-(morpholin-3-yl)-1,2,3,4-tetrahydroisoquinolin-6-yl)-1H-pyrrolo[2,3-b]pyridine-3-carbonitrile